4-(4-methylsulfonyl-phenyl)-3-(3,4,5-trimethoxyphenyl)-1H-pyrazolo[3,4-b]pyridine CS(=O)(=O)C1=CC=C(C=C1)C1=C2C(=NC=C1)NN=C2C2=CC(=C(C(=C2)OC)OC)OC